COC1=CC=C2C=3C=CN=C(C3N(C2=C1)CCCCC1=CC=CC=C1)C 4-(7-Methoxy-1-methyl-β-carbolin-9-yl)-1-phenylbutane